4-{8-[(2-cyano-2-methylideneethyl)amino]-7-methoxynaphthalen-2-yl}-N-(2-hydroxypropyl)pyrimidine-2-carboxamide C(#N)C(CNC=1C(=CC=C2C=CC(=CC12)C1=NC(=NC=C1)C(=O)NCC(C)O)OC)=C